FC1(CN(C1)C(=O)C1=NNC=C1C1=C(C2=C(NC(=N2)[C@@H](NC(=O)C=2N(N=CC2)C)C2CCC(CC2)C)C=C1)F)F N-[(S)-{5-[3-(3,3-difluoroazetidine-1-carbonyl)-1H-pyrazol-4-yl]-4-fluoro-1H-benzimidazol-2-yl}(4-methylcyclohexyl)methyl]-2-methylpyrazole-3-carboxamide